C(C)(C)(C)OC(=O)N1CCC(CC1)OCC#C.CN1C(N(C2=C1C(=CC=C2)C#CCOC2CCNCC2)C2C(NC(CC2)=O)=O)=O 3-(3-Methyl-2-oxo-4-(3-(piperidin-4-yloxy)prop-1-yn-1-yl)-2,3-dihydro-1H-benzo[d]imidazole-1-yl)piperidine-2,6-dione tert-Butyl-4-(prop-2-yn-1-yloxy)piperidine-1-carboxylate